diallyl-(methyl)silane C(C=C)[SiH](C)CC=C